N-(6-fluoro-5-methylpyridin-3-yl)-5-(2-(((1s,4s)-4-methoxycyclohexyl)amino)-2-oxoacetyl)-1,2,4-trimethyl-1H-pyrrole-3-carboxamide FC1=C(C=C(C=N1)NC(=O)C1=C(N(C(=C1C)C(C(=O)NC1CCC(CC1)OC)=O)C)C)C